FC1=CC=C(C=C1)NC(C(C)C=1C=C2CCCN(C2=CC1)C(COC)=O)=O N-(4-fluorophenyl)-2-[1-(methoxyacetyl)-1,2,3,4-tetrahydroquinolin-6-yl]propanamide